N-Boc-1,2-diaminoethane C(=O)(OC(C)(C)C)NCCN